COC1=CC=C(C=C1)N1C(OC(C1)(C)COCC1=C(C(=O)NC2=NN=NN2C)C=CC(=N1)C(F)(F)F)=O 2-(((3-(4-methoxyphenyl)-5-methyl-2-oxooxazolidin-5-yl)methoxy)methyl)-N-(1-methyl-1H-tetrazole-5-yl)-6-(trifluoromethyl)nicotinamide